tert-butyl 8-[5-(1,5-dimethyl-6-oxo-3-pyridyl)-6-isopropyl-2-pyridyl]-3,4,6,7,9,9a-hexahydro-1H-pyrazino[1,2-a]pyrazine-2-carboxylate CN1C=C(C=C(C1=O)C)C=1C=CC(=NC1C(C)C)N1CC2N(CCN(C2)C(=O)OC(C)(C)C)CC1